N-(4-methoxybenzenesulfonyl)acetamide COC1=CC=C(C=C1)S(=O)(=O)NC(C)=O